(±)-Trans-3-butyl-3-ethyl-2,3,4,5-tetrahydro-7,8-dimethoxy-5-phenyl-1,4-benzothiazepin-4-ol 1,1-dioxide C(CCC)[C@]1(CS(C2=C([C@@H](N1O)C1=CC=CC=C1)C=C(C(=C2)OC)OC)(=O)=O)CC |r|